N-{4-[2-(2-chloro-4-fluorophenyl)acetamido]pyridin-2-yl}-N-(2,3-difluorophenyl)acetamide ClC1=C(C=CC(=C1)F)CC(=O)NC1=CC(=NC=C1)N(C(C)=O)C1=C(C(=CC=C1)F)F